C12CC(CC(CC1)N2)N(C=2SC=1N=C(N=CC1N2)C=2C=C(C=1N(C2)C=C(N1)C)C#N)C 6-{2-[(3-exo)-8-Azabicyclo[3.2.1]oct-3-yl(methyl)amino][1,3]thiazolo[5,4-d]pyrimidin-5-yl}-2-methylimidazo[1,2-a]pyridin-8-carbonitril